C1(=CC=CC=C1)\C=C\C(CCC1=CC=CC=C1)=O (1E)-1,5-diphenyl-1-pentene-3-one